COC(=O)C1=CC(=NC=C1CBr)C(F)(F)F 5-(bromomethyl)-2-(trifluoromethyl)pyridine-4-carboxylic acid methyl ester